3,4-dichloro-5-(3,5-dichloro-6-methylpyrazine-2-carbonyl)-2-methyl-2H-indazole ClC=1N(N=C2C=CC(=C(C12)Cl)C(=O)C1=NC(=C(N=C1Cl)Cl)C)C